3-hydroxy-benzo(a)pyrene OC1=C2C=CC=3C=C4C(=C5C=CC(C=C1)=C2C53)C=CC=C4